N1=CC(=C2COCCN21)C2=CC=C(CN1C3=NC(=NC=C3N(C1=O)C)C1=C(C=CC=C1)C(C)C)C=C2 9-(4-(6,7-dihydro-4H-pyrazolo[5,1-c][1,4]oxazin-3-yl)benzyl)-2-(2-isopropylphenyl)-7-methyl-7,9-dihydro-8H-purin-8-one